C(C)OC(=O)C1=C(N=C(N1)C1N(CCCCC1)C(=O)OC(C)(C)C)C1=CC=C(C=C1)C(=O)OCC tert-butyl 2-(5-(ethoxycarbonyl)-4-(4-(ethoxycarbonyl)phenyl)-1H-imidazol-2-yl)azepane-1-carboxylate